C(C)(C)(C)[Si](OC[C@@]1([C@H](CC(O1)O)OCOC)C#C)(C)C (4S,5R)-5-[[tert-butyl-(dimethyl)silyl]oxymethyl]-5-ethynyl-4-(methoxymethoxy)tetrahydrofuran-2-ol